N-(5-cyclopropyl-1H-pyrazol-3-yl)-2-(6-(6-(furan-3-ylmethyl)-3,6-diazabicyclo[3.1.1]heptan-3-yl)pyridin-3-yl)quinazolin-4-amine C1(CC1)C1=CC(=NN1)NC1=NC(=NC2=CC=CC=C12)C=1C=NC(=CC1)N1CC2N(C(C1)C2)CC2=COC=C2